N-(3,6-dimethyl-9H-xanthen-9-yl)-2-oxo-5-(piperazin-1-yl)-6-(trifluoromethyl)-1,2-dihydropyridine-3-carboxamide CC=1C=CC=2C(C3=CC=C(C=C3OC2C1)C)NC(=O)C=1C(NC(=C(C1)N1CCNCC1)C(F)(F)F)=O